CN(CCOC=1C=C(C=C(C1)C1=CC(=C(C=C1)C=1NC(C2=C(N1)NN=N2)=O)OCC)CCC(=O)O)C 3-(5-(2-(dimethylamino)ethoxy)-3'-ethoxy-4'-(7-oxo-6,7-dihydro-3H-[1,2,3]triazolo[4,5-d]pyrimidin-5-yl)-[1,1'-biphenyl]-3-yl)propionic acid